tert-butyl (2-(aminooxy)ethyl)carbamate NOCCNC(OC(C)(C)C)=O